3,4-dihydroquinoxaline N1=CCNC2=CC=CC=C12